3-(5-amino-2-methylpyrazol-3-yl)oxy-4-bromobenzonitrile NC=1C=C(N(N1)C)OC=1C=C(C#N)C=CC1Br